2-(3-((Benzyloxy)methyl)-4-ethyl-5-oxo-4,5-dihydro-1H-1,2,4-triazol-1-yl)-8-bromo-3-fluoro-6-(o-tolyl)-1,6-naphthyridin-5(6H)-one C(C1=CC=CC=C1)OCC1=NN(C(N1CC)=O)C1=NC=2C(=CN(C(C2C=C1F)=O)C1=C(C=CC=C1)C)Br